O=C1NN=CC=C1C(=O)NC[C@@H](C(F)(F)F)O 3-oxo-N-[(2S)-3,3,3-trifluoro-2-hydroxypropyl]-2,3-dihydropyridazine-4-carboxamide